6-(((1-isopropyl-1H-1,2,3-triazol-4-yl)(pyridin-3-yl)methyl)amino)quinoline-3-carbonitrile C(C)(C)N1N=NC(=C1)C(C=1C=NC=CC1)NC=1C=C2C=C(C=NC2=CC1)C#N